3-(8-(1,3-dimethyl-2,4-dioxo-1,2,3,4-tetrahydropyrimidin-5-yl)imidazo[1,2-a]pyridin-5-yl)propionic acid CN1C(N(C(C(=C1)C=1C=2N(C(=CC1)CCC(=O)O)C=CN2)=O)C)=O